N[C@@H]1[C@H](CC(C1)(C)C)OC=1C=C2COC(C2=CC1)=O 5-(((1S,2S)-2-amino-4,4-dimethylcyclopentyl)oxy)isobenzofuran-1(3H)-one